ClC1=NC=C(C=N1)CNC[C@H](O)C=1C(=C2COC(C2=CC1)=O)C (R)-5-(2-(((2-chloropyrimidin-5-yl)methyl)amino)-1-hydroxyethyl)-4-methyl-isobenzofuran-1(3H)-one